C1CC1C2=NC(=C(C(=N2)N)Cl)C(=O)[O-] The molecule is the monocarboxylic acid anion that is the conjugate base of aminocyclopyrachlor formed by loss of a proton from thecarboxy group. It is a conjugate base of an aminocyclopyrachlor.